3-(aminooxy)propan-1-amine dihydrochloride Cl.Cl.NOCCCN